pentyl pentaicosanoate C(CCCCCCCCCCCCCCCCCCCCCCCC)(=O)OCCCCC